C(CCCCCCCCCCC)SCCC(=O)OCC(COC(CCSCCCCCCCCCCCC)=O)(COC(CCSCCCCCCCCCCCC)=O)COC(CCSCCCCCCCCCCCC)=O Pentaerythritol tetrakis[3-(dodecylthio)propionate]